Tert-butyl 6-(4-cyclopropyl-3-(2-fluorophenyl)-1H-pyrazol-1-yl)-2-azaspiro[3.3]heptane-2-carboxylate C1(CC1)C=1C(=NN(C1)C1CC2(CN(C2)C(=O)OC(C)(C)C)C1)C1=C(C=CC=C1)F